4-chloro-3,5-heptanedione ClC(C(CC)=O)C(CC)=O